2-(3-cyclopropyl-1H-indazol-1-yl)acetamide C1(CC1)C1=NN(C2=CC=CC=C12)CC(=O)N